(5-(benzyloxy)-2-methylbenzofuran-3-yl)(3-(dimethylamino)piperidin-1-yl)methanone cyclohexyl-7-bromo-2,3-dihydro-1H-pyrido[2,3-b][1,4]oxazine-1-carboxylate C1(CCCCC1)OC(=O)N1C2=C(OCC1)N=CC(=C2)Br.C(C2=CC=CC=C2)OC=2C=CC1=C(C(=C(O1)C)C(=O)N1CC(CCC1)N(C)C)C2